C(\C=C\C1=CC(OC)=C(O)C(OC)=C1)(=O)NCCCCNCCCN sinapoyl-spermidine